N[C@H](CO)C=C (2S)-2-aminobut-3-en-1-ol